CC1=C(C(=CC=C1)C)C1=CC(=NC(=C1)C(F)(F)F)\C=N\[S@](=O)C(C)(C)C (R,E)-N-((4-(2,6-dimethylphenyl)-6-(trifluoromethyl)pyridin-2-yl)methylene)-2-methylpropane-2-sulfinamide